7-amino-1,3-naphthalenedisulfonate NC1=CC=C2C=C(C=C(C2=C1)S(=O)(=O)[O-])S(=O)(=O)[O-]